N1=CC(=CC=C1)CCC=1N=C(SC1)\C=N/O (Z)-4-(2-(pyridin-3-yl)ethyl)thiazole-2-carbaldehyde oxime